C(C)OC(\C=C\1/CCC12CCN(CC2)C(=O)OC(C)(C)C)=O tert-butyl (E)-1-(2-ethoxy-2-oxoethylidene)-7-azaspiro[3.5]nonane-7-carboxylate